C(C1=CC=CC=C1)OC1C(SCC1OCC1=CC=CC=C1)COCC1=CC=CC=C1 3,4-bis(benzyloxy)-2-((benzyloxy)methyl)tetrahydrothiophene